(R)-(1-(2-fluoroethyl)-8-methyl-3-(3-methyl-1,2,4-thiadiazol-5-yl)-5,6-dihydroimidazo[1,5-a]pyrazin-7(8H)-yl)(4-fluorophenyl)methanone FCCC=1N=C(N2C1[C@H](N(CC2)C(=O)C2=CC=C(C=C2)F)C)C2=NC(=NS2)C